tributyl-(2-methoxyethyl)phosphonium bis(trifluoromethanesulfonyl)imide salt [N-](S(=O)(=O)C(F)(F)F)S(=O)(=O)C(F)(F)F.C(CCC)[P+](CCOC)(CCCC)CCCC